N=1C=NN2C1C(=CC=C2)C=2C(=CC(=C(C2)NC2=NC=NC1=CC(=C(C=C21)OC2CCN(CC2)C(C=C)=O)OC)C(C)(C)O)F 1-(4-((4-((5-([1,2,4]triazolo[1,5-a]pyridin-8-yl)-4-fluoro-2-(2-hydroxypropan-2-yl)phenyl)amino)-7-methoxyquinazolin-6-yl)oxy)piperidin-1-yl)prop-2-en-1-one